6-(2-chloro-3,5-dimethoxyphenyl)-N-(4-(4-morpholinopiperidin-1-yl)phenyl)-[1,2,4]triazolo[4',3':1,6]pyrido[2,3-d]pyrimidin-2-amine ClC1=C(C=C(C=C1OC)OC)C1=CC2=C(N=C(N=C2)NC2=CC=C(C=C2)N2CCC(CC2)N2CCOCC2)N2C1=NN=C2